P(=O)(OCCOCCOCCOCCOC)(OCCOCCOCCOCCOC)Br bis(2-(2-(2-(2-methoxyethoxy)ethoxy)ethoxy)ethyl) monobromophosphate